C1(CC2C(CC1)O2)CC[Si](C2=CC=CC=C2)(C)C 2-(3,4-epoxycyclohexyl)ethyldimethylphenylsilane